ClC1=NN(C(C2=CC=CC(=C12)CC1CC2(CN(C2)CCCC2=CC=3N(C=C2F)C=NN3)C1)=O)C chloro-5-((2-(3-(6-fluoro-[1,2,4]triazolo[4,3-a]pyridin-7-yl)propyl)-2-azaspiro[3.3]heptan-6-yl)methyl)-2-methylphthalazin-1(2H)-one